CC1(C=CC(CC1)C(=C)C)O (+)-1-methyl-4-(prop-1-en-2-yl)cyclohex-2-en-1-ol